tert-butyl (3S,5S)-5-(hydroxymethyl)pyrrolidin-3-ylcarbamate OC[C@@H]1C[C@@H](CN1)NC(OC(C)(C)C)=O